5-((4-ethylpiperazin-1-yl)methylpyridin-2-yl)-5-fluoro-4-(7'-fluoro-2'-methylspiro[cyclopentane-1,3'-indol]-5'-yl)pyrimidine C(C)N1CCN(CC1)CC=1C(=NC=CC1)C1(C(N=CN=C1)C=1C=C2C3(C(=NC2=C(C1)F)C)CCCC3)F